BrC=1C=NC=CC1[C@@H](CC\C=C\C)N (R,E)-1-(3-bromopyridin-4-yl)hex-4-en-1-amine